(S)-2-(1-acryloyl-pyrrolidin-2-yl)-1-amino-4-(4-((5-methylpyridin-2-yl)carbamoyl)phenyl)-1H-imidazole-5-carboxamide C(C=C)(=O)N1[C@@H](CCC1)C=1N(C(=C(N1)C1=CC=C(C=C1)C(NC1=NC=C(C=C1)C)=O)C(=O)N)N